6-(6-methoxy-5-methyl-pyridin-3-yl)-5,6,7,8-tetrahydro-pyrido[4,3-d]pyrimidin COC1=C(C=C(C=N1)N1CC2=C(N=CN=C2)CC1)C